N1=CC(=C2OCCCN21)C2=C1C=NC(C1=C(C=C2)C2=NC1=C(N2)C=CC(=C1)N1CCN(CC1)C)=O 4-(6,7-dihydro-5H-pyrazolo[5,1-b][1,3]oxazin-3-yl)-7-(5-(4-methylpiperazin-1-yl)-1H-benzo[d]imidazol-2-yl)isoindol-1-one